ClC=1C=C(C=CC1)C(C(F)F)N 1-(3-chlorophenyl)-2,2-difluoroethan-1-amine